C(#N)C1=CC(=C(C(=C1)C(C)C)CC(=O)NS(=O)(=N)C=1SC(=CN1)C(C)(C)O)C(C)C 2-(4-cyano-2,6-diisopropylphenyl)-N-(5-(2-hydroxypropan-2-yl)thiazole-2-sulfonimidoyl)acetamide